S1C=C(C=C1)S(=O)(=O)N thiophene-3-sulfonamide